4-(4-{[(4-methoxynaphthalen-1-yl)oxy]methyl}pyridin-2-yl)-2-methylbenzamide COC1=CC=C(C2=CC=CC=C12)OCC1=CC(=NC=C1)C1=CC(=C(C(=O)N)C=C1)C